4-tertbutyl-benzene C(C)(C)(C)C1=CC=CC=C1